OCC1=CC(=CC(=C1)C1=CC=CC=C1)CO 1,3-bis-(hydroxymethyl)-5-phenyl-benzene